ClC1=C(C(=CC(=C1)OC1=CC=CC=C1)F)C=O (2-chloro-6-fluoro-4-phenoxyphenyl)methanone